(R)-2-(2-(3-(azetidine-3-yl)piperidin-1-yl)ethyl)isoindolin-1,3-dione N1CC(C1)[C@@H]1CN(CCC1)CCN1C(C2=CC=CC=C2C1=O)=O